(R)-1-(6-methylpyridin-3-yl)ethyl 4-(7-(1-methyl-1H-pyrazol-4-yl)imidazo[1,2-b]pyridazin-3-yl)piperazine-1-carboxylate CN1N=CC(=C1)C1=CC=2N(N=C1)C(=CN2)N2CCN(CC2)C(=O)O[C@H](C)C=2C=NC(=CC2)C